5-methyl-N-(3-(2-(4-methylpiperazin-1-yl)propyl)-1,2,4-thiadiazol-5-yl)-4-(3-(difluoromethoxy)phenyl)furan-2-carboxamide CC1=C(C=C(O1)C(=O)NC1=NC(=NS1)CC(C)N1CCN(CC1)C)C1=CC(=CC=C1)OC(F)F